platinum-gold silicon [Si].[Au].[Pt]